6-chloro-2-(4-chloroanilino)-3-phenylquinazolin-4(3H)-one ClC=1C=C2C(N(C(=NC2=CC1)NC1=CC=C(C=C1)Cl)C1=CC=CC=C1)=O